(1R,3aS,6aR)-N-((R,E)-4-fluoro-4-(methylsulfonyl)-1-((S)-2-oxopyrrolidin-3-yl)but-3-en-2-yl)-2-(9-hydroxy-9H-fluorene-9-carbonyl)octahydrocyclopenta[c]pyrrole-1-carboxamide F\C(=C/[C@@H](C[C@H]1C(NCC1)=O)NC(=O)[C@@H]1N(C[C@@H]2[C@H]1CCC2)C(=O)C2(C1=CC=CC=C1C=1C=CC=CC21)O)\S(=O)(=O)C